(2-(4-methoxyphenyl)quinolin-4-yl)-N3-methyl-N3-(3-(piperidin-1-yl)propyl)propane-1,3-diamine trihydrochloride Cl.Cl.Cl.COC1=CC=C(C=C1)C1=NC2=CC=CC=C2C(=C1)C(CCN(CCCN1CCCCC1)C)N